(S)-1-[6-({4-[2-amino-6-(m-cyanophenyl)-4-pyrimidinyl]-1H-1,2,3-triazol-1-yl}methyl)-2-pyridinyl]-2-pyrrolidinecarboxylic acid NC1=NC(=CC(=N1)C=1N=NN(C1)CC1=CC=CC(=N1)N1[C@@H](CCC1)C(=O)O)C1=CC(=CC=C1)C#N